tert-butyl (2S,6S)-4-[2-[2-[tert-butyl(dimethyl)silyl]oxyethoxy]-4-iodo-1,3-benzothiazol-7-yl]-2,6-dimethyl-piperazine-1-carboxylate [Si](C)(C)(C(C)(C)C)OCCOC=1SC2=C(N1)C(=CC=C2N2C[C@@H](N([C@H](C2)C)C(=O)OC(C)(C)C)C)I